1,2,3-tris(mercaptomethylthiothio)propane SCSSCC(CSSCS)SSCS